Cl.N1CC(CCC1)COC1CCN(CC1)C(C)=O 1-(4-(piperidin-3-ylmethoxy)piperidin-1-yl)ethan-1-one hydrochloride